NC1=C2C(=NC=N1)N(N=C2C2=CC=C(C=C2)OC2=CC=CC=C2)C2CCN(CC2)CC=2C=C1CN(C(C1=CC2F)=O)[C@@H]2C(NC(CC2)=O)=O (S)-3-(5-((4-(4-amino-3-(4-phenoxyphenyl)-1H-pyrazolo[3,4-d]pyrimidin-1-yl)piperidin-1-yl)methyl)-6-fluoro-1-oxoisoindolin-2-yl)piperidine-2,6-dione